ClC1=CC=NC2=CC(=CC=C12)OC(F)(F)F 4-chloro-7-(trifluoromethoxy)quinoline